N-((2r,3r,4r,5s,6r)-2-(((E)-3,7-dimethyloct-2,6-dien-1-yl)oxy)-4,5-dihydroxy-6-(hydroxymethyl)tetrahydro-2H-pyran-3-yl)acetamide C\C(=C/CO[C@@H]1O[C@@H]([C@H]([C@@H]([C@H]1NC(C)=O)O)O)CO)\CCC=C(C)C